i-butyl lactate C(C(O)C)(=O)OCC(C)C